CS(=O)=NC methyl-methylimino-oxo-λ6-sulfane